(8R,13S)-8,13-dimethyl-7,10,14-trioxa-4,19,20-triazatetracyclo[13.5.2.12,6.018,21]tricosa-1(20),2(23),3,5,15(22),16,18(21)-heptaene C[C@H]1OC2=CN=CC(C3=NNC=4C=CC(O[C@H](CCOC1)C)=CC34)=C2